4-morpholino-N-pyrazolo[1,5-a]pyridin-2-yl-6-(4-pyridyl)furo[3,2-d]pyrimidin-2-amine O1CCN(CC1)C=1C2=C(N=C(N1)NC1=NN3C(C=CC=C3)=C1)C=C(O2)C2=CC=NC=C2